BrC=1C=NC(=NC1)N1CCC(CC1)CO (1-(5-bromopyrimidin-2-yl)piperidin-4-yl)methanol